3-(5-(1-(2,5-dichlorobenzyl)piperidin-4-yl)-1-oxoisoindolin-2-yl)piperidine-2,6-dione ClC1=C(CN2CCC(CC2)C=2C=C3CN(C(C3=CC2)=O)C2C(NC(CC2)=O)=O)C=C(C=C1)Cl